Methyl 2-(2-(2-(4-(2-((3-methoxypropyl)amino)-2-oxoethyl)piperidin-1-yl)thiazole-4-carboxamido)acrylamido)acrylate COCCCNC(CC1CCN(CC1)C=1SC=C(N1)C(=O)NC(C(=O)NC(C(=O)OC)=C)=C)=O